fluoro-1-(oxetane-3-yl)piperidin FC1N(CCCC1)C1COC1